C1(=CC=CC=C1)NC(=O)C1=NC2=C(N1)C=CC=C2 N-phenyl-1H-benzo[d]imidazole-2-carboxamide